Cl.S1C2=C(C=C1)C(=CC=C2)N2CCC(CC2)CN([C@@H]2CC1=C(N=C(S1)N)CC2)CCC (S)-N6-((1-(benzo[b]thiophen-4-yl)piperidin-4-yl)methyl)-N6-propyl-4,5,6,7-tetrahydrobenzo[d]thiazole-2,6-diamine hydrochloride